4,4-bis(non-3,6-dien-1-yloxy)butyronitrile C(CC=CCC=CCC)OC(CCC#N)OCCC=CCC=CCC